O=C1CCC[C@H](N1)COC1=NC=CC2=CC(=C(C=C12)OC(C)C)C(=O)N 1-{[(2S)-6-oxopiperidin-2-yl]methoxy}-7-(prop-2-yloxy)isoquinoline-6-carboxamide